C1(CC1)CCOC1=CC=2CN(N3C(C2C2=C1OCC2)=CC(C(=C3)C(=O)OCC)=O)C(C)C Ethyl 4-(2-cyclopropylethoxy)-7-isopropyl-11-oxo-2,6,7,11-tetrahydro-1H-furo[2,3-h]pyrido[2,1-a]phthalazine-10-carboxylate